[Eu].S1C(=CC=C1)C(=O)CC(=O)C(F)(F)F.S1C(=CC=C1)C(=O)CC(=O)C(F)(F)F.S1C(=CC=C1)C(=O)CC(=O)C(F)(F)F tri(thiopheneformyl-trifluoroacetone) europium